1-(4-((4-((3-cyclopropyl-phenyl)amino)pyrido[3,4-d]pyrimidin-6-yl)oxy)-piperidin-1-yl)prop-2-en-1-one C1(CC1)C=1C=C(C=CC1)NC=1C2=C(N=CN1)C=NC(=C2)OC2CCN(CC2)C(C=C)=O